(difluoromethyl)-3-ethylimidazole bromine salt [Br].FC(F)C1=NC=CN1CC